(2R)-2-(Boc-amino)-3-methyl-1-butanol C(=O)(OC(C)(C)C)N[C@@H](CO)C(C)C